C(C)C=1N=C2N(C=C(C=C2)N2CCC(CC2)O)C1N(C)C=1SC=C(N1)C1=CC=C(C=C1)F 1-(2-ethyl-3-((4-(4-fluorophenyl)thiazol-2-yl)(methyl)amino)imidazo[1,2-a]pyridin-6-yl)piperidin-4-ol